BrC=1C(=NC(=CC1N)C1=NC(=CN=C1)Br)N1N=CC(=C1)Cl 3-bromo-6-(6-bromopyrazin-2-yl)-2-(4-chloro-1H-pyrazol-1-yl)pyridin-4-amine